C1(=CC=C(C=C1)C=1N=CNC1)C 4-(p-tolyl)-1H-imidazol